(S)-6-(4-(1-(benzo[d][1,3]dioxol-5-yl)ethyl)piperazin-1-yl)-N-methylnicotinamide O1COC2=C1C=CC(=C2)[C@H](C)N2CCN(CC2)C2=NC=C(C(=O)NC)C=C2